(R)-(3-((3-((1-(3-(5-((cyclopentylamino)methyl)thiophen-2-yl)phenyl)ethyl)carbamoyl)-4-methylphenyl)amino)azetidin-1-yl)phosphonic acid C1(CCCC1)NCC1=CC=C(S1)C=1C=C(C=CC1)[C@@H](C)NC(=O)C=1C=C(C=CC1C)NC1CN(C1)P(O)(O)=O